ClC=1C=C(C=CC1Cl)[C@@]12CN(C[C@H]2C1)C(=O)C1=CN(C2=C1C(N(C=C2C)C)=O)C 3-(((1R,5S)-1-(3,4-dichlorophenyl)-3-azabicyclo[3.1.0]hex-3-yl)carbonyl)-1,5,7-trimethyl-1,5-dihydro-4H-pyrrolo[3,2-c]pyridin-4-one